FC1=C(C=CC=C1)C1=C2C(=C(N=N1)NC1C[C@@H]3[C@@H](CN(C3)CC3CCOCC3)C1)SC=C2 4-(2-fluorophenyl)-N-((3aR,5s,6aS)-2-((tetrahydro-2H-pyran-4-yl)methyl)octahydrocyclopenta[c]pyrrol-5-yl)thieno[2,3-d]pyridazin-7-amine